FC=1C=C(C=CC1F)[C@H]1[C@@H](CN(C1)CCOC)NC(=O)NC1=C(C(=NN1C1=CC=CC=C1)C)F 1-((3S,4R)-4-(3,4-difluorophenyl)-1-(2-methoxyethyl)pyrrolidin-3-yl)-3-(4-fluoro-3-methyl-1-phenyl-1H-pyrazol-5-yl)urea